[Cl-].[Cl-].ClCC=1C=C(C=C(C1)CCl)C(=[Zr+2](C1=C(C=CC=2C3=CC=C(C=C3CC12)C(C)(C)C)C(C)(C)C)C1C=CC=C1)C1=CC(=CC(=C1)CCl)CCl di-(3,5-dichloromethyl-phenyl)methylene(cyclopentadienyl)(2,7-di-tert-butylfluorenyl)zirconium dichloride